O[C@H]1C[C@@H]2C[C@@H]([C@H]3[C@@H]4CC[C@H]([C@@H](CCC(=O)O)C)[C@]4(CC[C@@H]3[C@]2(CC1)C)C)O 3a,7beta-dihydroxyl-5a-cholanic acid